ClC=1C(=CC(=NC1Cl)C1=NC(=NC(=N1)NC(C(F)(F)F)C)NC(C(F)(F)F)C)F 6-(5,6-dichloro-4-fluoropyridin-2-yl)-N2,N4-bis(1,1,1-trifluoropropan-2-yl)-1,3,5-triAzine-2,4-diamine